2-(3,5-Dichloro-4-((5-fluoro-6-dimethylaminopyrimidin-4-yl)oxy)-phenyl)-3,5-dioxo-2,3,4,5-tetrahydro-[1,2,4]triazine-6-carbonitrile ClC=1C=C(C=C(C1OC1=NC=NC(=C1F)N(C)C)Cl)N1N=C(C(NC1=O)=O)C#N